(1S,5R,6R)-6-(Azidomethyl)-1-(3,4-dichlorophenyl)-3-oxabicyclo[3.1.0]hexan-2-one N(=[N+]=[N-])C[C@@H]1[C@H]2COC([C@@]12C1=CC(=C(C=C1)Cl)Cl)=O